phenoxy methyl ketone CC(=O)OC1=CC=CC=C1